N1=C(C=CC=C1)NC(=O)[C@@H]1CC12CCN(CC2)C(=O)OC(C(F)(F)F)C(F)(F)F |o1:9| 1,1,1,3,3,3-hexafluoro-propan-2-yl (R or S)-1-(pyridin-2-ylcarbamoyl)-6-azaspiro-[2.5]octane-6-carboxylate